FC1=C(C(=CC(=C1)NC1CN(C1)CCCF)F)[C@H]1N([C@@H](CC2=C1NC1=CC=CC=C21)C)C[C@](C#N)(CO)F (S)-3-((1R,3R)-1-(2,6-difluoro-4-((1-(3-fluoropropyl)azetidin-3-yl)amino)phenyl)-3-methyl-3,4-dihydro-1H-pyrido[3,4-b]indol-2(9H)-yl)-2-fluoro-2-(hydroxymethyl)propanenitrile